O[C@@H](C(=O)N1[C@@H]([C@H]2C([C@H]2C1)(C)C)C(=O)N[C@@H](C[C@H]1C(NCC1)=O)C(COC(F)(F)F)=O)C1=CC=CC=C1 (1R,2S,5S)-3-((R)-2-hydroxy-2-phenylacetyl)-6,6-dimethyl-N-((S)-3-oxo-1-((S)-2-oxopyrrolidin-3-yl)-4-(trifluoromethoxy)butan-2-yl)-3-azabicyclo[3.1.0]hexane-2-carboxamide